1-cyclopropyl-N-((R)-1-(3-(difluoromethyl)-2-fluorophenyl)ethyl)-4-(((1R,5S,8r)-3-methyl-3-azabicyclo[3.2.1]octan-8-yl)amino)-6-oxo-1,6-dihydropyridine-3-carboxamide C1(CC1)N1C=C(C(=CC1=O)NC1[C@H]2CN(C[C@@H]1CC2)C)C(=O)N[C@H](C)C2=C(C(=CC=C2)C(F)F)F